ClC1=CC(=C(NC=2C=C(C(=O)OCC)C=CC2O)C=C1)C(=O)O ethyl 3-(4'-chloro-2'-carboxyl anilino)-4-hydroxybenzoate